C(C)OCC=1N(C2=C(C(=NC=3C=CC=C(C23)OC)N)N1)CC(C)C 2-(ethoxymethyl)-1-isobutyl-9-methoxy-imidazo[4,5-c]quinolin-4-amine